The molecule is a hydroxamic acid anion resulting from the removal of a proton from each of the hydroxamic acid groups of desferrialbomycin epsilon. It is a conjugate base of a desferrialbomycin epsilon. CC(=O)N(CCC[C@@H](C(=O)N[C@@H](CCCN(C(=O)C)[O-])C(=O)N[C@@H](CCCN(C(=O)C)[O-])C(=O)N[C@@H](CO)C(=O)N[C@H]([C@@H]([C@@H]1[C@@H]([C@H]([C@@H](S1)N2C=CC(=N)N(C2=O)C)O)O)O)C(=O)O)N)[O-]